rel-(R)-N-(4-(4-cyanopyridin-3-yl)-2-(3-hydroxy-3-methylpyrrolidin-1-yl)phenyl)-1-(2,6-difluorophenyl)-6-oxo-1,6-dihydropyridazine-3-carboxamide C(#N)C1=C(C=NC=C1)C1=CC(=C(C=C1)NC(=O)C1=NN(C(C=C1)=O)C1=C(C=CC=C1F)F)N1C[C@](CC1)(C)O |o1:34|